3-(4,5-Dichloro-2-fluorophenyl)-6-fluoro-1-benzothiophene-2-carboxylic acid ClC1=CC(=C(C=C1Cl)C1=C(SC2=C1C=CC(=C2)F)C(=O)O)F